(E)-4-(Dimethylamino)-N-(isoindolin-4-yl)-N-(2-(pyridin-2-yl)ethyl)but-2-enamide trifluoroacetate FC(C(=O)O)(F)F.CN(C/C=C/C(=O)N(CCC1=NC=CC=C1)C1=C2CNCC2=CC=C1)C